((2S,4R)-4-aminotetrahydrofuran-2-yl)((S)-1-(4-fluorophenyl)-3,4-dihydroisoquinolin-2(1H)-yl)methanone N[C@@H]1C[C@H](OC1)C(=O)N1[C@H](C2=CC=CC=C2CC1)C1=CC=C(C=C1)F